O=C(C(=O)N)N1C(CC[C@@H](C1)C)C1=CC=C2CCN(CC2=C1)C |r| 2-oxo-2-[rac-(5S)-5-methyl-2-(2-methyl-3,4-dihydro-1H-isoquinolin-7-yl)-1-piperidyl]acetamide